2,5-dichloropyridin-3-amine ClC1=NC=C(C=C1N)Cl